N1(CCNCCC1)C1=NC(=C(C(=N1)NC=1C=C2C=NNC2=CC1)C)C N-(2-(1,4-diazepan-1-yl)-5,6-dimethylpyrimidin-4-yl)-1H-indazol-5-amine